FC=1C(=CC=2C3=C(NC(C2C1)=O)COCC3N(C(C(=C)C3=CC=CC=C3)=O)C)F N-(8,9-difluoro-6-oxo-1,4,5,6-tetrahydro-2H-pyrano[3,4-c]isoquinolin-1-yl)-N-methyl-2-phenylacrylamide